FC=1C=C(C=NC1)OC1=CC(=NC=C1)C(=O)N[C@@H]1C(N(C2=C(OC1)C=CC(=C2)C#CC2COC2)C)=O (S)-4-((5-fluoropyridin-3-yl)oxy)-N-(5-methyl-7-(oxetan-3-ylethynyl)-4-oxo-2,3,4,5-tetrahydrobenzo[b][1,4]oxazepin-3-yl)picolinamide